NC(C(N)(C(=O)O)N)(C1=CC=CC=C1)N triaminophenylalanine